C(C1=CC=CC=C1)N1C2=CC=CC=C2C=2C3(NC4=CC=CC=C4C21)C(N(C2=CC=CC=C23)CC2=CC=CC3=CC=CC=C23)=O (-)-11'-Benzyl-1-(naphthalen-1-ylmethyl)-5',11'-dihydrospiro[indoline-3,6'-indolo[3,2-c]quinolin]-2-one